NC1=NN2C(C=C(C=C2)C=2C=C(C(=NC2)C)C(=O)NCC2=CC(=CC=C2)OCC2CC2)=N1 5-{2-amino-[1,2,4]triazolo-[1,5-a]pyridin-7-yl}-N-{[3-(cyclopropylmethoxy)-phenyl]methyl}-2-methyl-pyridine-3-carboxamide